(S,2S)-N'-((3-fluoro-6-(2-methoxypyridin-4-yl)-2-methylphenyl)carbamoyl)-2-methyl-2,3-dihydropyrazolo[5,1-b]oxazole-7-sulfonimidamide FC=1C(=C(C(=CC1)C1=CC(=NC=C1)OC)NC(=O)N=[S@@](=O)(N)C=1C=NN2C1O[C@H](C2)C)C